5-[4-amino-5-(trifluoromethyl)pyrrolo[2,1-f][1,2,4]triazin-7-yl]-4-fluoro-N-[(3R,4S)-4-fluoro-1-(3,3,3-trifluoropropanoyl)pyrrolidin-3-yl]-2-methylbenzamide NC1=NC=NN2C1=C(C=C2C=2C(=CC(=C(C(=O)N[C@@H]1CN(C[C@@H]1F)C(CC(F)(F)F)=O)C2)C)F)C(F)(F)F